(S)-4,5-diamino-5-oxopentanoic acid tert-butyl ester hydrochloride Cl.C(C)(C)(C)OC(CC[C@@H](C(=O)N)N)=O